9'-bromo-4'-chloro-5'H-spiro[cyclohexane-1,7'-indolo[1,2-a]quinazolin]-5'-one BrC=1C=C2C3(C=4N(C=5C=CC=C(C5C(N4)=O)Cl)C2=CC1)CCCCC3